2-(3-chloro-2-pyridinyl)-5-[[4-(trifluoromethyl)triazol-1-yl]methyl]pyrazole-3-carboxylic acid ClC=1C(=NC=CC1)N1N=C(C=C1C(=O)O)CN1N=NC(=C1)C(F)(F)F